2-(p-cumyl-phenoxy)-ethyl methacrylate C(C(=C)C)(=O)OCCOC1=CC=C(C=C1)C(C)(C)C1=CC=CC=C1